(2S,3R)-1-(4-(difluoromethyl)-5-methyl-6-(1-(1-methylazetidin-3-yl)-1H-1,2,3-triazol-4-yl)pyrimidin-2-yl)-2-methylazetidin-3-ol FC(C1=NC(=NC(=C1C)C=1N=NN(C1)C1CN(C1)C)N1[C@H]([C@@H](C1)O)C)F